4-hydroxymethyl-2-methyl-6-ethylphenol OCC1=CC(=C(C(=C1)CC)O)C